1-(5-fluoro-1H-indol-3-yl)-3-(4-fluoro-3-(2-(trifluoromethylsulfanyl)ethoxy)phenyl)urea FC=1C=C2C(=CNC2=CC1)NC(=O)NC1=CC(=C(C=C1)F)OCCSC(F)(F)F